4-pyrrolidin-1-yl-piperidine-1-carboxylic acid (3-{6-amino-5-[1-(2,6-dichloro-3-fluoro-phenyl)-ethoxy]-pyridin-3-yl}-prop-2-ynyl)-amide NC1=C(C=C(C=N1)C#CCNC(=O)N1CCC(CC1)N1CCCC1)OC(C)C1=C(C(=CC=C1Cl)F)Cl